C(C)(=O)N([C@@H](C)C(=O)O)C1[C@H](N)[C@@H](O[C@@H](C(=O)O)C)[C@H](O)[C@H](O1)CO acetylmuramyl-alanine